NC1=NC=C(C2=C1C(=NN2C)C2=CC(=C(C=C2)NS(=O)(=O)C(F)F)O[C@@H](C)C2=CC=C(C=C2)F)C=2C=NN(C2)N2CCNCC2 (S)-N-(4-(4-amino-1-methyl-7-(1-(tetrahydro-2H-pyrazin-4-yl)-1H-pyrazol-4-yl)-1H-pyrazolo[4,3-c]pyridin-3-yl)-2-(1-(4-fluorophenyl)ethoxy)phenyl)-1,1-difluoromethanesulfonamide